Tert-butyl (1-(methylsulfonyl)piperidin-3-yl)carbamate CS(=O)(=O)N1CC(CCC1)NC(OC(C)(C)C)=O